BrC1=CC(=C(C=C1)NC(=O)C1CC1)C(F)(F)F N-[4-bromo-2-(trifluoromethyl)phenyl]cyclopropanecarboxamide